C(C)(C)(C)OC(=O)N1CCC2(CC1)SC1=CC=C(C=C1OC2)F 6-fluoro-4-oxaspiro[thiochromane-2,4'-piperidine]-1'-carboxylic acid tert-butyl ester